4-methyl-2-(methylsulfonyl)-4H-thiazolo[5',4':4,5]pyrrolo[2,3-d]pyridazin-5(6H)-one CN1C2=C(C3=C1C(NN=C3)=O)SC(=N2)S(=O)(=O)C